COC(CC1=C(C=CC(=C1)Cl)C1=NN=NN1C(C1=CC=CC=C1)(C1=CC=CC=C1)C1=CC=CC=C1)=O.ClC=1C=CC(=C(C1)CC(=O)O)C1=NN=NN1C(C1=CC=CC=C1)(C1=CC=CC=C1)C1=CC=CC=C1 (5-chloro-2-(1-trityl-1H-tetrazol-5-yl)phenyl)acetic acid methyl-2-(5-chloro-2-(1-trityl-1H-tetrazol-5-yl)phenyl)acetate